4-(hydroxyamino)-3-phenyl-4-(propan-2-yl)-4,5-dihydro-1H-pyrazol-5-one ONC1(C(=NNC1=O)C1=CC=CC=C1)C(C)C